CC(C(=O)OCN1C(N[C@](C1=O)(C)C1=CC=C(C=C1)C(=O)N1CCC(CC1)N1N=C2C(=CC(=CC2=C1)C)C)=O)(C)C (R)-4-{4-[4-(5,7-dimethylindazol-2-yl) piperidine-1-carbonyl] phenyl}-4-methyl-2,5-dioxoimidazolidin-1-ylmethyl 2,2-dimethylpropionate